1-methylimidazole tetrafluoroborate potassium salt [K+].F[B-](F)(F)F.CN1C=NC=C1